ClC=1C=[N+](C=2CCCCC2N1)[O-] 3-chloro-1-oxido-5,6,7,8-tetrahydroquinoxalin-1-ium